COC1=CC=C(C=C2N=C(OC2=O)C=CC2=CC=C(C=C2)Cl)C=C1 (4-methoxybenzylidene)-2-(4-chlorostyryl)oxazol-5(4H)-one